(Z)-tetradec-11-en-1-yl acrylate C(C=C)(=O)OCCCCCCCCCC\C=C/CC